4-(4-((2-butyramidopyridin-4-yl)methyl)piperazin-1-yl)-2,3-difluoro-N-methylbenzamide C(CCC)(=O)NC1=NC=CC(=C1)CN1CCN(CC1)C1=C(C(=C(C(=O)NC)C=C1)F)F